4-((2,6-difluoro-4-(3-methoxy-1H-1,2,4-triazol-1-yl)benzyl)oxy)phenyl sulfurofluoridate S(OC1=CC=C(C=C1)OCC1=C(C=C(C=C1F)N1N=C(N=C1)OC)F)(=O)(=O)F